5-fluoro-2-methoxy-N-(4-(4,4,5,5-tetramethyl-1,3,2-dioxaborolan-2-yl)benzyl)benzamide FC=1C=CC(=C(C(=O)NCC2=CC=C(C=C2)B2OC(C(O2)(C)C)(C)C)C1)OC